4-(hydroxyphenyl)-3-buten OC1=C(C=CC=C1)C=CCC